3-(dimethylamino)-1-methyl-1H-pyrazole-4-carboxylic acid ethyl ester C(C)OC(=O)C=1C(=NN(C1)C)N(C)C